4-[(1S)-1-[[2-[(3R)-3-[3-(Trifluoromethyl)phenoxy]pyrrolidin-1-yl]-2-methylpropane-carbonyl]amino]ethyl]benzoic acid, hydrochloride Cl.FC(C=1C=C(O[C@H]2CN(CC2)C(CC(=O)N[C@@H](C)C2=CC=C(C(=O)O)C=C2)(C)C)C=CC1)(F)F